3,5-difluoro-4-pyridinecarboxylic acid FC=1C=NC=C(C1C(=O)O)F